(2S,3R,4S)-2-[(2,2'-difluoro[1,1'-biphenyl]-3-yl)methyl]-3-[(ethanesulfonyl)amino]-4-fluoro-N,N-dimethylpyrrolidine-1-carboxamide FC1=C(C=CC=C1C[C@@H]1N(C[C@@H]([C@@H]1NS(=O)(=O)CC)F)C(=O)N(C)C)C1=C(C=CC=C1)F